N1-(3-(1H-benzo[d]imidazol-2-yl)-6-chloroquinolin-2-yl)-N2,N2-dimethylethane-1,2-diamine N1C(=NC2=C1C=CC=C2)C=2C(=NC1=CC=C(C=C1C2)Cl)NCCN(C)C